4-(2-Bromo-5-ethyl-4-(2-((2-methoxy-4-(trifluoromethyl)phenyl)amino)-2-oxoethyl)-7-oxo-4,7-dihydro-[1,2,4]triazolo[1,5-a]pyrimidin-6-yl)piperazine-1-carboxylic acid tert-butyl ester C(C)(C)(C)OC(=O)N1CCN(CC1)C1=C(N(C=2N(C1=O)N=C(N2)Br)CC(=O)NC2=C(C=C(C=C2)C(F)(F)F)OC)CC